4-bromo-6-chloro-2,3-difluorobenzaldehyde BrC1=C(C(=C(C=O)C(=C1)Cl)F)F